CC=1C(=CC=2CN[C@H]3CCC4=C([C@@H]3C2C1)C=C(C(=C4)O)O)O (6aS,12bR)-2-methyl-5,6,6a,7,8,12b-hexahydrobenzo[a]phenanthridine-3,10,11-triol